(5-((2S,4S)-4-(((4-nitrophenoxy)carbonyl)oxy)tetrahydrofuran-2-yl)thiazol-2-yl)carbamic acid tert-butyl ester C(C)(C)(C)OC(NC=1SC(=CN1)[C@H]1OC[C@H](C1)OC(=O)OC1=CC=C(C=C1)[N+](=O)[O-])=O